3-(2-chloro-3-((N-methylsulfamoyl)amino)benzyl)-2-oxo-4-(piperazin-1-ylmethyl)-2H-chromen-7-yl dimethylcarbamate hydrochloride Cl.CN(C(OC1=CC=C2C(=C(C(OC2=C1)=O)CC1=C(C(=CC=C1)NS(NC)(=O)=O)Cl)CN1CCNCC1)=O)C